ClC=1C(=NC=CC1OC)OC[C@@H]1N(CCC1)C(=O)OC(C)(C)C tert-butyl (2R)-2-{[(3-chloro-4-methoxypyridin-2-yl)oxy]methyl}pyrrolidine-1-carboxylate